Ethyl 3-[5-(5-{[(5-fluoro-2,3-dihydro-1-benzofuran-4-yl)methyl]amino}-[1,2,4]triazolo[4,3-c]pyrimidin-8-yl)-6-methylpyridin-2-yl]propanoate FC=1C=CC2=C(CCO2)C1CNC1=NC=C(C=2N1C=NN2)C=2C=CC(=NC2C)CCC(=O)OCC